Dioleyl-amine C(CCCCCCC\C=C/CCCCCCCC)NCCCCCCCC\C=C/CCCCCCCC